1-[5-ethylsulfonyl-6-[2-oxo-1-(2,2,3,3,3-pentafluoropropyl)-3,4-dihydro-1,7-naphthyridin-6-yl]-3-pyridyl]cyclopropanecarbonitrile C(C)S(=O)(=O)C=1C=C(C=NC1C=1C=C2CCC(N(C2=CN1)CC(C(F)(F)F)(F)F)=O)C1(CC1)C#N